(2-propyn-1-yloxy)[1,1'-biphenyl]-4-ol C(C#C)OC1=C(C=CC(=C1)O)C1=CC=CC=C1